C=1N=CN2C1C1=CC=CC=C1[C@@H]2[C@H]2[C@@H](C1=CC(=CC=C1CC2)S(=O)(=O)C)O (1S,2S)-2-((S)-5H-Imidazo[5,1-a]isoindol-5-yl)-7-(methylsulfonyl)-1,2,3,4-tetrahydronaphthalen-1-ol